O=C(NC)CCOCCOCCOCCOCCOCCOCCOCCOCCOCCOCCOCCOCCOCCOCCOCCOCCOCCOCCOCCOCCOCCOCCOCCOCCOCCC(=O)O 3-oxo-6,9,12,15,18,21,24,27,30,33,36,39,42,45,48,51,54,57,60,63,66,69,72,75,78-pentacosaoxa-2-azahenoctacontan-81-oic acid